C(CCCC)C(C(=O)O)=CC1=CC=CC=C1 pentylcinnamic acid